(S)-N-(1-((4-(1,2-dimethyl-6-oxo-1,6-dihydropyridin-3-yl)-3-fluorophenyl)amino)-1-oxo-3,3-diphenylpropan-2-yl)-1-methyl-1H-pyrazole-5-carboxamide CN1C(=C(C=CC1=O)C1=C(C=C(C=C1)NC([C@H](C(C1=CC=CC=C1)C1=CC=CC=C1)NC(=O)C1=CC=NN1C)=O)F)C